C(C1=CC=CC=C1)N1C2=NC=NC(=C2N=C1C1=C(C=C(OCCN2CC3(C2)CNC(C3)=O)C=C1)Cl)OC1(CC1)C 2-(2-(4-(9-benzyl-6-(1-methylcyclopropoxy)-9H-purin-8-yl)-3-chlorophenoxy)ethyl)-2,6-diazaspiro[3.4]octan-7-one